C1(CC1)C=1C(=C2C=CNC2=C(C1)C)CN1[C@@]2(C[C@H](C[C@H]1CC2)OCC)C2=CC=C(C(=O)O)C=C2 4-((1S,3S,5R)-8-((5-cyclopropyl-7-methyl-1H-indol-4-yl)methyl)-3-ethoxy-8-azabicyclo[3.2.1]Octan-1-yl)benzoic acid